1-[2-[3,5-bis(difluoromethyl)pyrazol-1-yl]-6-chloropyridin-3-yl]ethanone FC(C1=NN(C(=C1)C(F)F)C1=NC(=CC=C1C(C)=O)Cl)F